C(=C)C1CC2C(CC1)O2 4-vinyl-cyclohexene monooxide